(R)-4-(1-acetyl-4-acryloylpiperazin-2-yl)-N-(bicyclo[1.1.1]pentan-1-yl)-6-chloro-[2,4'-bipyridine]-2'-carboxamide C(C)(=O)N1[C@@H](CN(CC1)C(C=C)=O)C1=CC(=NC(=C1)Cl)C1=CC(=NC=C1)C(=O)NC12CC(C1)C2